piperidine-4-yl-6-benzyloxy-7-oxo-1,6-diazabicyclo[3.2.1]octane-2-formamide N1CCC(CC1)C1(N2C(N(C(CC1)C2)OCC2=CC=CC=C2)=O)C(=O)N